C(C1=CC=CC=C1)N1N=C(N=C1)S(=O)(=O)N 1-Benzyl-1H-1,2,4-triazole-3-sulfonamide